N-tert-butyl-2-{methyl[2-(1,3-oxazol-4-yl)-5H,6H,7H-cyclopenta[d]pyrimidin-4-yl]amino}acetamide C(C)(C)(C)NC(CN(C=1C2=C(N=C(N1)C=1N=COC1)CCC2)C)=O